BrC1=CN(C(C(=N1)NC1=CC(=C(C=C1)N1[C@H](CN(CC1)C(=O)OC(C)(C)C)C)[N+](=O)[O-])=O)C tert-butyl (3S)-4-[4-[(6-bromo-4-methyl-3-oxopyrazin-2-yl) amino]-2-nitrophenyl]-3-methylpiperazine-1-carboxylate